5-bromospiro[indoline-3,4'-tetrahydropyran] BrC=1C=C2C(=CC1)NCC21CCOCC1